CC=1N=C2N(N=C(C=C2C)C2=CC3=CN(N=C3C(=C2)F)C2CCN(C3(CC3)C2)C(=O)OC(C)(C)C)C1 tert-butyl 7-[5-(2,8-dimethylimidazo[1,2-b]pyridazin-6-yl)-7-fluoro-indazol-2-yl]-4-azaspiro[2.5]octane-4-carboxylate